BrC1=C(C(=CC2=C1C[C@](O2)(C2=CC=CC=C2)CN)F)Cl (S)-(4-Bromo-5-chloro-6-fluoro-2-phenyl-2,3-dihydrobenzofuran-2-yl)methanamine